C1(=CC=CC=C1)OC(=O)N1CCN(CC1)C1(CCOCC1)C1=CC=C(C=C1)CN 4-{4-[4-(aminomethyl)phenyl]tetrahydro-2H-pyran-4-yl}piperazine-1-carboxylic acid phenyl ester